NC1=NC2=C(C=3N1N=C(N3)C=3OC=CC3)SC(N2CCN2CCN(CC2)C2=C(C=C(C=C2)OCC2CCNCC2)F)=O 5-amino-3-(2-(4-(2-fluoro-4-(piperidin-4-ylmethoxy)phenyl)piperazin-1-yl)ethyl)-8-(furan-2-yl)thiazolo[5,4-e][1,2,4]triazolo[1,5-c]pyrimidin-2(3H)-one